NC=1C=CC=C2CCC(CC12)=O 8-amino-3,4-dihydronaphthalen-2(1H)-one